CC1=C(C(=C(CBr)C(=C1F)F)F)F 4-methyl-2,3,5,6-tetrafluoro-benzyl bromide